COC1=C(C=C(C=C1)NC(=O)C1=CC=C(C=C1)C1=CC=CC=C1)OCCN1C(CCCC1(C)C)(C)C N-[4-Methoxy-3-[2-(2,2,6,6-tetramethylpiperidin-1-yl)ethoxy]phenyl]-1,1'-biphenyl-4-carboxamide